C(C)(C)C1=C(NC2=CC=C(C=C12)C=1OC(=NN1)[C@@H]1CNCC1)C1=CC(=NC=C1)C (S)-2-(3-isopropyl-2-(2-methylpyridin-4-yl)-1H-indol-5-yl)-5-(pyrrolidin-3-yl)-1,3,4-oxadiazole